(S)-8-(2-(sec-butylamino)-7H-pyrrolo[2,3-d]pyrimidin-5-yl)-3,4-dihydrobenzo[f][1,4]oxazepin-5(2H)-one [C@H](C)(CC)NC=1N=CC2=C(N1)NC=C2C2=CC1=C(C(NCCO1)=O)C=C2